1-(4-bromophenyl)-4-methylpentan-1-ol BrC1=CC=C(C=C1)C(CCC(C)C)O